ClC1=CC2=C(C3=C(O2)C=C(C=C3)C3=C2C=CC=CC2=C(C2=CC=CC=C32)C3=NN2C(C=CC=C2)=N3)C=C1 2-(10-(7-chlorodibenzofuran-3-yl)anthracen-9-yl)-[1,2,4]triazolo[1,5-a]pyridine